ls-2,6-diamino-3,5-dinitropyrazine-1-oxide NC1=[N+](C(=C(N=C1[N+](=O)[O-])[N+](=O)[O-])N)[O-]